1-(5-(4-amino-1-cyclopropyl-1H-pyrrolo[3,2-c]pyridin-3-yl)imidazo[1,2-a]pyridin-8-yl)-3-(5-(1-(trifluoromethyl)cyclopropyl)isoxazol-3-yl)urea NC1=NC=CC2=C1C(=CN2C2CC2)C2=CC=C(C=1N2C=CN1)NC(=O)NC1=NOC(=C1)C1(CC1)C(F)(F)F